FC=1C=2N(C=C(C1)C1=CNC=3N=C(N=CC31)N[C@@H](C(F)(F)F)C)C(=CN2)C (R)-5-(8-fluoro-3-methylimidazo[1,2-a]pyridin-6-yl)-N-(1,1,1-trifluoropropan-2-yl)-7H-pyrrolo[2,3-d]pyrimidin-2-amine